3-(4-benzyl-2,3-dihydro-1,4-benzothiazin-6-yl)-3-(tert-butylsulfinylamino)-N,N-dimethyl-propanamide C(C1=CC=CC=C1)N1CCSC2=C1C=C(C=C2)C(CC(=O)N(C)C)NS(=O)C(C)(C)C